(2S)-2-{4-[3-(2-hydroxyphenyl)pyrido[3,2-c]pyridazin-6-yl]-1,2,3-triazol-1-yl}-3-methylbutanoic acid OC1=C(C=CC=C1)C1=CC2=C(N=N1)C=CC(=N2)C=2N=NN(C2)[C@H](C(=O)O)C(C)C